chloride tin (II) [Sn+2].[Cl-].[Cl-]